[Si](C1=CC=CC=C1)(C1=CC=CC=C1)(C(C)(C)C)OC[C@H]1[C@@H](C1)[C@@H](CC=O)OC (R)-3-((1R,2R)-2-(((tert-butyldiphenylsilyl)oxy)methyl)cyclopropyl)-3-methoxypropanal